OCCN1C[C@@H](CCC1)NC1=NN=C(C=2CCCCC12)C1=C(C=C(C=C1)C(F)(F)F)O 2-[4-[[(3R)-1-(2-hydroxyethyl)-3-piperidyl]amino]-5,6,7,8-tetrahydrophthalazin-1-yl]-5-(trifluoromethyl)phenol